2-((1H-pyrrolo[2,3-b]pyridin-5-yl)oxy)-4-(4-((S)-2-(2-cyclopropylphenyl)pyrrolidin-1-yl)cyclohexyl)benzamide N1C=CC=2C1=NC=C(C2)OC2=C(C(=O)N)C=CC(=C2)C2CCC(CC2)N2[C@@H](CCC2)C2=C(C=CC=C2)C2CC2